stearylsarcosinic acid C(CCCCCCCCCCCCCCCCC)N(C)CC(=O)O